FC=1C=2N(C=C(C1)C1=CC3=C(C=N1)N=C(S3)N(C3CCNCC3)C)C=C(N2)C 6-(8-Fluoro-2-methylimidazo[1,2-a]pyridin-6-yl)-N-methyl-N-(piperidin-4-yl)[1,3]thiazolo[4,5-c]pyridin-2-amin